4-(phenylethynyl)-N-(p-tolyl)thieno[2,3-c]pyridine-2-carboxamide C1(=CC=CC=C1)C#CC1=C2C(=CN=C1)SC(=C2)C(=O)NC2=CC=C(C=C2)C